2-((3S,4R)-3-fluoro-4-(methoxy-d3)piperidine-1-yl)pyrimidin-4-amine F[C@H]1CN(CC[C@H]1OC([2H])([2H])[2H])C1=NC=CC(=N1)N